IC1=C(C2=C(N(C(O2)=O)C2C(NC(CC2)=O)=O)C=C1)OC 3-(6-iodo-7-methoxy-2-oxo-1,3-benzoxazol-3-yl)piperidine-2,6-dione